4-((8-(4-(trifluoromethyl)phenyl)imidazo[1,2-a]pyrazin-6-yl)methyl)morpholine FC(C1=CC=C(C=C1)C=1C=2N(C=C(N1)CN1CCOCC1)C=CN2)(F)F